4-Azaleucine N[C@@H](CN(C)C)C(=O)O